ClC=1C=C(NCC2CC2)C=C(C1)Cl 3,5-dichloro-N-(cyclopropylmethyl)aniline